N-(6-hydrazinyl-6-oxo-hexyl)-6-(5-((3aS,6aR)-2-oxohexahydro-1H-thieno[3,4-d]imidazol-4-yl)pentanamido)-hexanamide N(N)C(CCCCCNC(CCCCCNC(CCCCC1SC[C@@H]2NC(N[C@@H]21)=O)=O)=O)=O